FC=1C(=C(C=CC1F)[C@H]1[C@@H](O[C@]([C@H]1C)(C(F)(F)F)C)C(=O)NC1=CC(=NC=C1)P(OCC)(=O)C)OC Ethyl (4-((2R,3S,4S,5R)-3-(3,4-difluoro-2-methoxyphenyl)-4,5-dimethyl-5-(trifluoromethyl)tetrahydrofuran-2-carboxamido)pyridin-2-yl)(methyl)phosphinate